1-[5-(1H-pyrrol-1-yl)-1H-benzo[d]imidazol-2-yl]-4-methoxy-3-methylpyridin-2-carboxylic acid N1(C=CC=C1)C1=CC2=C(NC(=N2)N2C(C(=C(C=C2)OC)C)C(=O)O)C=C1